FC1CC(CNC1)C(=O)N(C)C 5-fluoro-N,N-dimethylpiperidine-3-carboxamide